COC=1C(=NC=CC1)[Sn](CCCC)(CCCC)CCCC 3-methoxy-2-(tributyl-stannyl)pyridine